6-(pyrrolidin-1-yl)pyrazine-2-carbohydrazide N1(CCCC1)C1=CN=CC(=N1)C(=O)NN